CC1(CC2(CN(C2)C2COC2)CCN1)C 6,6-dimethyl-2-(oxetan-3-yl)-2,7-diazaspiro[3.5]Nonane